ClC1=C(C(=CC=C1)Cl)N1N2C(C3=C(C1=O)C=NC(=N3)NC3=CC(=C(C(=C3)C)N3CCN(CC3)C)F)=NC=C2 6-(2,6-dichlorophenyl)-2-((3-fluoro-5-methyl-4-(4-methylpiperazin-1-yl)phenyl)amino)imidazo[1,2-b]pyrimido[4,5-d]pyridazin-5(6H)-one